5-methoxy-2-methylpyrazolo[1,5-a]pyridine-3-carboxylic acid COC1=CC=2N(C=C1)N=C(C2C(=O)O)C